FC1=C(C(=CC=C1)C)N1N=CC(=C1C(F)(F)F)C(=O)N 1-(2-fluoro-6-methylphenyl)-5-(trifluoromethyl)-1H-pyrazole-4-carboxamide